5-(4-(4-((3-Chloro-4-(trifluoromethoxy)benzyl)amino)butyl)piperazin-1-yl)benzo[c][2,6]naphthyridine-8-carboxylic acid ClC=1C=C(CNCCCCN2CCN(CC2)C2=NC3=C(C4=CN=CC=C24)C=CC(=C3)C(=O)O)C=CC1OC(F)(F)F